1-((1S,4S)-4-aminocyclohexyl)-3-(5-(5-(difluoromethoxy)-6-methoxypyridin-3-yl)pyrazolo[1,5-A]pyridin-2-yl)urea NC1CCC(CC1)NC(=O)NC1=NN2C(C=C(C=C2)C=2C=NC(=C(C2)OC(F)F)OC)=C1